C1(=CC=CC=C1)[B-](C1=CC=CC=C1)(C1=CC=CC=C1)C1=CC=CC=C1.C[NH+](C)C Trimethylammonium tetra(phenyl)borate